(S)-N-(5-(1-isopropyl-1H-benzo[d][1,2,3]triazol-6-yl)-2-methoxypyridin-3-yl)-3-phenylisoxazolidine-2-carboxamide C(C)(C)N1N=NC2=C1C=C(C=C2)C=2C=C(C(=NC2)OC)NC(=O)N2OCC[C@H]2C2=CC=CC=C2